ClC1=CC(=C(C=C1Cl)C(NS(=O)C(C)(C)C)C1(CCN(CC1)C(=O)[C@@H]1OC(OC1)(C)C)C)O N-[(4,5-dichloro-2-hydroxyphenyl)([1-[(4R)-2,2-dimethyl-1,3-dioxolane-4-carbonyl]-4-methylpiperidin-4-yl])methyl]-2-methylpropane-2-sulfinamide